FC1=CC=C(C=C1)C(N1[C@@H](CN(CC1)C(=O)OC(C)(C)C)CC)C1=CC=C(C=C1)F tert-butyl (R)-4-(bis(4-fluorophenyl)methyl)-3-ethylpiperazine-1-carboxylate